N[C@H]1COCCC1 (3R,4R)-3-aminotetrahydro-2H-pyran